Methyl 2-(4-chloro-1-(pent-4-en-1-yl)-2,3-dihydro-1H-inden-1-yl)acetate ClC1=C2CCC(C2=CC=C1)(CCCC=C)CC(=O)OC